di-tert-butyl ((4R)-5-amino-2-fluoropentane-1,4-diyl)dicarbamate NC[C@@H](CC(CNC(OC(C)(C)C)=O)F)NC(OC(C)(C)C)=O